[In]=S.[Ni] nickel indium sulfide